tertbutyl 2-[6-[2-cyano-6-fluoro-3-(tetrahydropyran-4-ylsulfonylamino)phenoxy]-4-oxo-quinazolin-3-yl]-7-azaspiro[3.5]nonane-7-carboxylate C(#N)C1=C(OC=2C=C3C(N(C=NC3=CC2)C2CC3(C2)CCN(CC3)C(=O)OC(C)(C)C)=O)C(=CC=C1NS(=O)(=O)C1CCOCC1)F